NCCCC(C(=O)O)CCCN 5-amino-2-(3-aminopropyl)pentanoic acid